FC1=CC=C(C=C1)C=1C=C2C(=NC=NC2=C(C1)S(=O)(=O)N)N[C@H](C)C=1C=NC(=NC1)C(F)(F)F (R)-6-(4-fluorophenyl)-4-((1-(2-(trifluoromethyl)pyrimidin-5-yl)ethyl)amino)quinazolin-8-sulfonamide